C(#N)C1=C(C=C(C=C1)C1=CC(=NN1C1=CC=C(C=C1)N1CCCC1)C(=O)O)F 5-(4-cyano-3-fluorophenyl)-1-(4-(pyrrolidin-1-yl)phenyl)-1H-pyrazole-3-carboxylic acid